FC(C(=O)O)(F)F.CC1(CN(CCN1)C1=C2C(=NC=C1)N(CC2)C(=O)NC2=CC1=CN(N=C1C=C2OC)C)C 4-(3,3-dimethylpiperazin-1-yl)-N-(6-methoxy-2-methyl-2H-indazol-5-yl)-2,3-dihydro-1H-pyrrolo[2,3-b]pyridine-1-carboxamide 2,2,2-trifluoroacetate